C(=C)C1=CC=C(C=C1)[Si](O[Si](C)(C)C)(O[Si](C)(C)C)O[Si](C)(C)C p-vinylphenyltris(trimethylsiloxy)silane